C(C)OC(=O)C1C(O1)C(=O)O 3-(ethoxycarbonyl)oxirane-2-carboxylic acid